C(CC#C)OCOCCCCCCCCC nonoxymethyl 3-butynyl ether